1,3,5-tris(3,5-di-tertiary butyl-4-hydroxybenzyl)-1,3,5-triazine-2,4,6(1h,3h,5h)-trione C(C)(C)(C)C=1C=C(CN2C(N(C(N(C2=O)CC2=CC(=C(C(=C2)C(C)(C)C)O)C(C)(C)C)=O)CC2=CC(=C(C(=C2)C(C)(C)C)O)C(C)(C)C)=O)C=C(C1O)C(C)(C)C